[Si](C1=CC=CC=C1)(C1=CC=CC=C1)(C(C)(C)C)OC1CCC(CC1)C1(NC(=NC=C1N)Cl)N 4-((1r,4r)-4-((tert-butyldiphenylsilyl)oxy)cyclohexyl)-2-chloropyrimidine-4,5-diamine